Cis-1-isopropyl-3-(3-(3-(pyrimidin-2-ylamino)-1H-pyrazol-5-yl)cyclopentyl)urea C(C)(C)NC(=O)N[C@@H]1C[C@@H](CC1)C1=CC(=NN1)NC1=NC=CC=N1